FC1=C(C=C(C2=CC3=C(SC=C21)C=CC=C3)O)F 7,8-difluoro-10-hydroxydibenzo[b,e]thiepin